5Z-Tetradecene C=CCCCCCCCCCCCC